1,1'-dimethyl-4,4'-bipyridinium dichloride [Cl-].[Cl-].C[N+]1=CC=C(C=C1)C1=CC=[N+](C=C1)C